OC(CC(=O)C(O)(C[N+](C)(C)C)CC([O-])=O)(CC(=O)O)C beta-hydroxy-beta-methylglutarylcarnitine